(1R,3R,5S)-3-methyl-7-oxo-1-({[(CIS)-4-phenylcyclohexyl]oxy}methyl)-N-(2,2,2-trifluoroethyl)-9-oxa-2,6-diazaspiro[4.5]decane-2-carboxamide C[C@H]1N([C@H]([C@]2(C1)NC(COC2)=O)CO[C@@H]2CC[C@@H](CC2)C2=CC=CC=C2)C(=O)NCC(F)(F)F